N1N=CC2=C(C=CC=C12)\C=N\[S@](=O)C(C)(C)C (R)-N-[(1E)-(1H-indazol-4-yl)methylene]-2-methylpropan-2-sulfinamide